(2S,4R)-2-((tert-butyloxycarbonyl)amino)-4-(cyanomethyl)pentanedioic acid dimethyl ester COC([C@H](C[C@@H](C(=O)OC)CC#N)NC(=O)OC(C)(C)C)=O